4-(((4-(2-((1-((4-bromo-2-(2,6-dioxopiperidin-3-yl)-1-oxoisoindoline-5-yl)methyl)piperidin-4-yl)amino)-5-chloropyridin-4-yl)thiazol-2-yl)amino)methyl)tetrahydro-2H-pyran-4-carbonitrile BrC1=C2CN(C(C2=CC=C1CN1CCC(CC1)NC1=NC=C(C(=C1)C=1N=C(SC1)NCC1(CCOCC1)C#N)Cl)=O)C1C(NC(CC1)=O)=O